(2S,4R)-4-(2-bromoimidazol-1-yl)-1-(r-butoxycarbonyl)pyrrolidine-2,4-dicarboxylic acid BrC=1N(C=CN1)[C@@]1(C[C@H](N(C1)C(=O)OCCCC)C(=O)O)C(=O)O